ClC=1C=C2C(=NN(C2=C(C1)C)C=1C=CC(=NC1)N1C[C@H]2C([C@H]2C1)C(=O)OC)C=1C2=CN(N=C2C=CC1)C methyl (1R,5S,6r)-3-(5-(5-chloro-2',7-dimethyl-1H,2'H-[3,4'-biindazol]-1-yl)pyridin-2-yl)-3-azabicyclo[3.1.0]hexane-6-carboxylate